(1S,2S,3S,4S,5S)-2,3,4-tris(benzyloxy)-5-(4-chloro-3-(4-ethoxybenzyl)phenyl)-6,8-dioxabicyclo[3.2.1]octane-1-carbaldehyde C(C1=CC=CC=C1)O[C@@H]1[C@@]2(CO[C@]([C@H]([C@H]1OCC1=CC=CC=C1)OCC1=CC=CC=C1)(O2)C2=CC(=C(C=C2)Cl)CC2=CC=C(C=C2)OCC)C=O